N1C=NC2=C1C=CC(=C2)N2C(OC[C@@H]2C2=C(C(=C(C=C2)N2CC(CC2)(F)F)F)F)=O (S)-3-(1H-benzo[d]imidazol-5-yl)-4-(4-(3,3-difluoropyrrolidin-1-yl)-2,3-difluorophenyl)-oxazolidin-2-on